FC(C(=O)O)(F)F.N1C(=NC=C1)C1=CC=C(C(=N1)C)N1CCNCC1 1-(6-(1H-imidazol-2-yl)-2-methylpyridin-3-yl)piperazine trifluoroacetate